CN1N=CC=2C1=NC(=CC2N2CC=1C=CC(=NC1[C@@H](C2)C)N2CCNCC2)C (8R)-6-(1,6-dimethylpyrazolo[3,4-b]pyridin-4-yl)-8-methyl-2-piperazin-1-yl-7,8-dihydro-5H-1,6-naphthyridine